2-((2S,4S)-1-acryloyl-4-(8-chloro-7-(5-chloro-4-methylpyridin-3-yl)-4-(3-(dimethylamino)azetidin-1-yl)-6-fluoro-1H-imidazo[4,5-c]quinolin-1-yl)piperidin-2-yl)acetonitrile C(C=C)(=O)N1[C@@H](C[C@H](CC1)N1C=NC=2C(=NC=3C(=C(C(=CC3C21)Cl)C=2C=NC=C(C2C)Cl)F)N2CC(C2)N(C)C)CC#N